CC1(CC1)OC1=CC2=C(NN=C2C=C1)C1=NC=NC(=C1)N1CCNCC1 5-(1-methylcyclopropoxy)-3-(6-piperazin-1-ylpyrimidin-4-yl)-2H-indazole